ClC=1C2=CN(N=C2C(=C(C1)C1=CC=C(C=C1)C1CCN(CC1)CCF)Cl)C(C(=O)NC=1SC=CN1)C1=C2N(C=N1)CCC2 2-(4,7-Dichloro-6-(4-(1-(2-fluoroethyl)piperidin-4-yl)phenyl)-2H-indazol-2-yl)-2-(6,7-dihydro-5H-pyrrolo[1,2-c]imidazol-1-yl)-N-(thiazol-2-yl)acetamide